(S)-1-(3-(benzothien-3-yl)-2-(dimethylamino)propyl)-3-((S)-1-(thien-2-yl)propan-2-yl)urea S1C=C(C2=C1C=CC=C2)C[C@@H](CNC(=O)N[C@H](CC=2SC=CC2)C)N(C)C